C(C)C1=NN2C(C=C(C(=C2)F)N2CC3(C2)CN(C3)C(=O)N3CC(C3)O)=C1N(C=1SC(=C(N1)C1=CC=C(C=C1)F)C#N)C 2-((2-ethyl-6-fluoro-5-(6-(3-hydroxyazetidine-1-carbonyl)-2,6-diazaspiro[3.3]heptan-2-yl)pyrazolo[1,5-a]pyridin-3-yl)(methyl)amino)-4-(4-fluorophenyl)thiazole-5-carbonitrile